C(C)OC(CS(=O)(=O)CC(C)(C)OCCC(C(=O)NNC)(C)C=1C=C(C=CC1)CCC(=O)OCC)=O ethyl 3-(3-(4-((1-((2-ethoxy-2-oxoethyl)sulfonyl)-2-methylpropan-2-yl)oxy)-2-methyl-1-(2-methylhydrazineyl)-1-oxobutan-2-yl)phenyl)propanoate